2-methyl-5-nitro-naphthalene-1-sulfinic acid CC1=C(C2=CC=CC(=C2C=C1)[N+](=O)[O-])S(=O)O